6-cyclobutyl-N-(2-(2,6-dioxopiperidin-3-yl)-1-oxoisoindolin-5-yl)indoline-1-carboxamide C1(CCC1)C1=CC=C2CCN(C2=C1)C(=O)NC=1C=C2CN(C(C2=CC1)=O)C1C(NC(CC1)=O)=O